4-((1R,5R)-2-acryloyl-2,6-diazabicyclo[3.2.0]hept-6-yl)-6-chloro-7-(8-chloronaphthalen-1-yl)-2-(((2R,7aS)-2-fluorotetrahydro-1H-pyrrolizin-7a(5H)-yl)methoxy)quinoline-3-acetonitrile C(C=C)(=O)N1[C@@H]2CN([C@@H]2CC1)C1=C(C(=NC2=CC(=C(C=C12)Cl)C1=CC=CC2=CC=CC(=C12)Cl)OC[C@]12CCCN2C[C@@H](C1)F)CC#N